C1(CCC1)[C@@H](C(=O)NC1=CC(=C(C=C1)C)C=1OC=C(N1)C)C (S)-2-cyclobutyl-N-(4-methyl-3-(4-methyloxazol-2-yl)phenyl)propanamide